N1C=C(C2=CC=CC=C12)CC(CCCC)NC(=O)C1=CC2=C(N=C(N=C2)N2CCN(CC2)C)S1 N-(1-(1H-indol-3-yl)hexan-2-yl)-2-(4-methylpiperazin-1-yl)thieno[2,3-d]pyrimidine-6-formamide